ClC1=C2N=C(C=3N(C2=CC=C1)C=CN3)NC=3C=CC1=C(C(C(O1)(F)F)(F)F)C3 6-chloro-N-(2,2,3,3-tetrafluoro-2,3-dihydrobenzofuran-5-yl)imidazo[1,2-a]quinoxaline-4-amine